N-(2-Hydroxy-2-methylpropyl)-2-(thiophen-3-yl)-6-[4-(trifluoromethoxy)phenyl]pyrimidin OC(CN1C(N=CC=C1C1=CC=C(C=C1)OC(F)(F)F)C1=CSC=C1)(C)C